BrC1=CC(=C(C(=O)NC2=CC3=C(N(C(N3C3CCC(CC3)(F)F)=O)C)C=C2)C=C1)N1CCC2(CC2)CC1 4-Bromo-N-(3-(4,4-difluorocyclohexyl)-1-methyl-2-oxo-2,3-dihydro-1H-benzo[d]imidazol-5-yl)-2-(6-azaspiro[2.5]oct-6-yl)benzamide